(1R,3r)-3-((R)-3-(1-(1-((R)-1-(2,4-dichlorophenyl)ethyl)-1H-[1,2,3]triazolo[4,5-c]pyridin-6-yl)azetidin-3-yl)piperidin-1-yl)-1-methylcyclobutane-1-carboxylic acid ClC1=C(C=CC(=C1)Cl)[C@@H](C)N1N=NC=2C=NC(=CC21)N2CC(C2)[C@@H]2CN(CCC2)C2CC(C2)(C(=O)O)C